CC=1C=CC(=C(C1)O)C1=C2C(=C(N=N1)N[C@H]1COC(C1)(C)C)C=NC=C2 5-methyl-2-[4-[[(3R)-5,5-dimethyltetrahydrofuran-3-yl]amino]pyrido[3,4-d]pyridazin-1-yl]phenol